FC1=CC(=CC2=C1N(C(S2)=O)C)NC(=O)C2=CN(C(=C2C)C2=C(C=CC=C2)C(F)(F)F)CCO N-(4-fluoro-3-methyl-2-oxo-2,3-dihydrobenzo[d]thiazol-6-yl)-1-(2-hydroxyethyl)-4-methyl-5-(2-(trifluoromethyl)phenyl)-1H-pyrrole-3-carboxamide